BrC=1C=CC(=C(C1)C(C(=O)OC(C)(C)C)N1C(C=C(C(=C1)CCOC)C(F)(F)F)=O)F tert-butyl 2-(5-bromo-2-fluorophenyl)-2-[5-(2-methoxyethyl)-2-oxo-4-(trifluoromethyl)pyridin-1-yl]acetate